FC(C(O[Si](CC)(CC)CC)C=1C=C(C=CC1)C#N)(C=C)F 3-(2,2-difluoro-1-((triethylsilyl)oxy)but-3-en-1-yl)benzeneNitrile